FC=1C=C(C(=O)NCC2CCC(CC2)N2C(C3=CC=C(C=C3C2)C2=NN(C=C2)C)=O)C=C(C1OCC1=CC=C(C=C1)OC)F 3,5-difluoro-4-[(4-methoxyphenyl)methoxy]-N-({(1r,4r)-4-[5-(1-methyl-1H-pyrazol-3-yl)-1-oxo-1,3-dihydro-2H-isoindol-2-yl]cyclohexyl}methyl)benzamide